6-[6-(5-cyclopropyl-4H-1,2,4-triazol-3-yl)-2-azaspiro[3.3]heptane-2-carbonyl]-N-[1-(trifluoromethyl)cyclopropyl]-2,6-diazaspiro[3.3]heptane-2-sulfonamide C1(CC1)C=1NC(=NN1)C1CC2(CN(C2)C(=O)N2CC3(CN(C3)S(=O)(=O)NC3(CC3)C(F)(F)F)C2)C1